3-((4-(5-(chlorodifluoromethyl)-1,2,4-oxadiazol-3-yl)benzyl)amino)-4-(phenylamino)cyclobut-3-ene-1,2-dione ClC(C1=NC(=NO1)C1=CC=C(CNC=2C(C(C2NC2=CC=CC=C2)=O)=O)C=C1)(F)F